FC1=C(C(=CC=C1)F)N1C(C2=C(N=C(N=C2)SC)C(=C1)C)=O 6-(2,6-Difluorophenyl)-8-methyl-2-(methylthio)pyrido[4,3-d]pyrimidin-5(6H)-one